FC1(C(C1)COC=1C=CC2=C(C(=C(O2)C)C(=O)N[C@H](C(=O)N)CO)C1)F (2S)-2-({5-[(2,2-difluorocyclopropyl)methoxy]-2-methyl-1-benzofuran-3-yl}formamido)-3-hydroxypropanamide